ClC1=C(C(=CC=C1)F)N1C(C2=CC(=C(C=C2C(=N1)C(=C)C)F)F)=O 2-(2-chloro-6-fluorophenyl)-6,7-difluoro-4-(prop-1-en-2-yl)phthalazin-1(2H)-one